C1(=CC=CC=C1)C1(CN(CC1)C(CN1C(CCC1)CNC(OC(C)(C)C)=O)=O)C1=CC=CC=C1 tert-Butyl ((1-(2-(3,3-diphenylpyrrolidin-1-yl)-2-oxoethyl)pyrrolidin-2-yl)methyl)carbamate